dithiocyano-methane S(C#N)CSC#N